N-(3-bromo-4-fluorophenyl)-N'-hydroxyl-4-((3-(N-isopropylsulfamoyl)propyl)amino)-1,2,5-oxadiazol-3-formamidine BrC=1C=C(C=CC1F)NC(=NO)C1=NON=C1NCCCS(NC(C)C)(=O)=O